(2S)-2-(9H-fluoren-9-yl-methoxycarbonylamino)-5-phenylpentanoic acid C1=CC=CC=2C3=CC=CC=C3C(C12)N([C@H](C(=O)O)CCCC1=CC=CC=C1)C(=O)OC